hydroxy-2,2,14,14-tetramethylpentadecanedioic acid-7,7,8,9,9-d OC(C(C(=O)O)(C)C)CCCC(C(C(CCCCC(C(=O)O)(C)C)([2H])[2H])[2H])([2H])[2H]